trirubidium triphosphate [O-]P([O-])(=O)OP(=O)([O-])OP(=O)(O)O.[Rb+].[Rb+].[Rb+]